CN1C=NC2=CC(=CC=C2C1=O)C(=O)NC1=CC2=C(C=N1)C=C(N2)[C@@H]2N(CCCC2)C 3-methyl-N-{2-[(2R)-1-methylpiperidin-2-yl]-1H-pyrrolo[3,2-c]pyridin-6-yl}-4-oxoquinazoline-7-carboxamide